CO[C@H]1CN(CC1)CC=1C=C2[C@@H](N(C(C2=CC1)=O)CC1=CC2=C(NC(O2)=O)C=C1)C |o1:2| rel-6-(((3S)-5-((3-methoxypyrrolidin-1-yl)methyl)-3-methyl-1-oxoisoindolin-2-yl)methyl)benzo[d]oxazol-2(3H)-one